N3-Methyl-N5-((1S,2S)-2-methylcyclopropyl)-1-((S)-1-phenylethyl)-1H-pyrazole-3,5-dicarboxamide CNC(=O)C1=NN(C(=C1)C(=O)N[C@@H]1[C@H](C1)C)[C@@H](C)C1=CC=CC=C1